O1CC(C1)N1N=CC(=C1)NC1=NC(=NC=C1)C1=CC=C(C=C1)N1C(NCC1)=O 1-(4-(4-((1-(oxetan-3-yl)-1H-pyrazol-4-yl)amino)pyrimidin-2-yl)phenyl)imidazolidin-2-one